(S)-1-(2-(1-(4-((3-fluorobenzyl)oxy)phenyl)imidazo[1,5-a]pyrazin-3-yl)pyrrolidin-1-yl)prop-2-en-1-one FC=1C=C(COC2=CC=C(C=C2)C=2N=C(N3C2C=NC=C3)[C@H]3N(CCC3)C(C=C)=O)C=CC1